C(C)(C)C=1C(=C(C(OC1)S(=O)(=O)C1=CC=CC=C1)C(C)C)C(C)C triisopropylbenzenesulfonyl-oxainine